piperidine-2,6-dione tert-butyl-(trans-1-(2,2-difluoroethyl)-3-((2-(2,6-dioxo-1-((2-(trimethylsilyl)ethoxy)methyl)piperidin-3-yl)-1-oxoisoindolin-5-yl)oxy)piperidin-4-yl)carbamate C(C)(C)(C)N(C(O)=O)[C@H]1[C@@H](CN(CC1)CC(F)F)OC=1C=C2CN(C(C2=CC1)=O)C1C(N(C(CC1)=O)COCC[Si](C)(C)C)=O.N1C(CCCC1=O)=O